4-(5-(2-amino-9H-purin-9-yl)-2-fluorophenyl)-2-(thiazol-2-yl)but-3-yn-2-ol NC1=NC=C2N=CN(C2=N1)C=1C=CC(=C(C1)C#CC(C)(O)C=1SC=CN1)F